OC(CNCCO)C=1C=C(C(=O)OC)C=CC1C methyl 3-(1-hydroxy-2-((2-hydroxyethyl)amino)ethyl)-4-methylbenzoate